C(C(C)C)OC(=O)N1CCC2(CC1)CC(C1=CC(=CC=C12)C1=CC=C2C=CN=C(C2=C1)N)OC1=C(C(=CC=C1)C)CC(=O)OCC 5-(1-aminoisoquinolin-7-yl)-3-(2-(2-ethoxy-2-oxoethyl)-3-methylphenoxy)-2,3-dihydrospiro[indene-1,4'-piperidine]-1'-carboxylic acid isobutyl ester